(R)-(-)-1-(4-fluorophenyl)ethanamine FC1=CC=C(C=C1)[C@@H](C)N